(4-cyanophenyl)-3-(6-ethoxyimidazo[1,5-a]pyridin-5-yl)urea C(#N)C1=CC=C(C=C1)NC(=O)NC1=C(C=CC=2N1C=NC2)OCC